3-fluoro-5-iodo-aniline FC=1C=C(N)C=C(C1)I